ClC1=CC(=C(C(=C1)C)C1=CC=C(N=N1)CN1C(CCC1)=O)O 1-((6-(4-Chloro-2-hydroxy-6-methylphenyl)pyridazin-3-yl)methyl)pyrrolidin-2-one